3-hydroxynaphthonitrile OC=1C=C(C2=CC=CC=C2C1)C#N